F[As-](F)(F)(F)(F)F.C1(=CC=CC=C1)[S+](C)C phenyl-(dimethyl)sulfonium hexafluoroarsenate